5-chloro-6-[7-(2-hydroxyethoxy)-6-(methylcarbamoyl)quinolin-4-yl]oxypyridin ClC=1C=CC=NC1OC1=CC=NC2=CC(=C(C=C12)C(NC)=O)OCCO